C(N)(=N)N1CCC(=CC1)C=1C(=NC(=CC1)NC(C1=CC(=C(C=C1)C=1CCN(CC1)C(N)=N)F)=O)OC N-(1'-carbamimidoyl-2-methoxy-1',2',3',6'-tetrahydro-[3,4']bipyridinyl-6-yl)-4-(1-carbamimidoyl-1,2,3,6-tetrahydro-pyridin-4-yl)-3-fluoro-benzamide